C(#N)C1=C(SC2=C1C(=CC=C2)B2OC(C(O2)(C)C)(C)C)NC(OC(C)(C)C)=O tert-Butyl N-[3-cyano-4-(4,4,5,5-tetramethyl-1,3,2-dioxaborolan-2-yl)benzothiophen-2-yl]carbamate